OC1=C(C(=CC(=C1)C)C)C1=CC=C(N=N1)N1C[C@H](CCC1)O (3S)-1-[6-(2-hydroxy-4,6-dimethyl-phenyl)pyridazin-3-yl]piperidin-3-ol